(vinyl)(difluoro)(methoxy)cyclotriphosphazene diethyl-1,3,5-benzenetricarboxylate C(C)C1=C(C(=C(C=C1C(=O)O)C(=O)O)CC)C(=O)O.C(=C)P1(=NP(=NP(=N1)F)F)OC